6-bromopyridin-3-carboxamide BrC1=CC=C(C=N1)C(=O)N